3-(5-(difluoromethyl)-1,3,4-thiadiazol-2-yl)-8-((3S,5S)-3,5-dimethyl-piperazin-1-yl)-N-(1-methylcyclopropyl)imidazo[1,5-a]pyridine-6-sulfonamide formate C(=O)O.FC(C1=NN=C(S1)C1=NC=C2N1C=C(C=C2N2C[C@@H](N[C@H](C2)C)C)S(=O)(=O)NC2(CC2)C)F